C1(CCCC1)N1C(C(=CC2=CC=C(N=C12)NC=1C=C2CCNCC2=CC1)C#N)=O 1-cyclopentyl-2-oxo-7-((1,2,3,4-tetrahydroisoquinolin-6-yl)amino)-1,2-dihydro-1,8-naphthyridine-3-carbonitrile